FC(C(C(F)(F)F)(O)C1=CC=C(C=C1)NC(=O)C1=CC=CC2=CC=CC=C12)(F)F N-(4-(1,1,1,3,3,3-hexafluoro-2-hydroxypropan-2-yl)phenyl)-1-naphthamide